(R)-(5-fluoro-2-(2-methoxy-7-methylquinoxalin-5-yl)-7-methyl-7,8-dihydrobenzofuro[5,4-d]thiazol-7-yl)methyl (3-cyanophenyl)carbamate C(#N)C=1C=C(C=CC1)NC(OC[C@@]1(OC2=C(C1)C1=C(N=C(S1)C1=C3N=CC(=NC3=CC(=C1)C)OC)C=C2F)C)=O